C([C@@H]1[C@@H]([C@@H]([C@H]([C@H](O1)OC[C@@H]2[C@H]([C@@H]([C@H]([C@H](O2)O[C@]3([C@H]([C@@H]([C@H](O3)CO)O)O)CO)O)O)O)O)O)O)O D-(+)-raffinose